1-methyl-indol-2-one CN1C(CC2=CC=CC=C12)=O